C(C1=CC=CC=C1)OC1=NC(=CC=C1C1=NN(C2=CC(=CC=C12)C=1CCN(CC1)C(=O)[C@H]1[C@H](CNCC1)C)C)OCC1=CC=CC=C1 (4-(3-(2,6-bis(benzyloxy)pyridin-3-yl)-1-methyl-1H-indazol-6-yl)-3,6-dihydropyridin-1(2H)-yl)((3R,4R)-3-methylpiperidin-4-yl)methanone